The molecule is a hydrochloride resulting from the reaction of (S,S)-tramadol with 1 molar equivalent of hydrogen chloride; the (S,S)-enantiomer of the racemic opioid analgesic tramadol hydrochloride, it exhibits ten-fold lower analgesic potency than the (R,R)-enantiomer. It has a role as a delta-opioid receptor agonist, a kappa-opioid receptor agonist, a mu-opioid receptor agonist, an adrenergic uptake inhibitor, an antitussive, a capsaicin receptor antagonist, a muscarinic antagonist, a NMDA receptor antagonist, an opioid analgesic, a serotonergic antagonist and a serotonin uptake inhibitor. It contains a (S,S)-tramadol(1+). It is an enantiomer of a (R,R)-tramadol hydrochloride. CN(C)C[C@@H]1CCCC[C@]1(C2=CC(=CC=C2)OC)O.Cl